FC1=CC=C(C=C1)NC1=NC=C(C(=N1)N1OCCC1C1=CC=CC=C1)C(F)(F)F N-(4-fluorophenyl)-4-(3-phenylisooxazolidin-2-yl)-5-(trifluoromethyl)pyrimidin-2-amine